C(#N)C1=CC=C(CNC(=O)C=2C=NN(C2)CC2=CC=C(C=C2)CC2CC2)C=C1 N-(4-cyanobenzyl)-1-(4-(cyclopropylmethyl)benzyl)-1H-pyrazole-4-carboxamide